Methyl 2,8-dimethyl-8-(1H-pyrazol-3-yl)-7,8-dihydro-6H-cyclopenta[e]pyrazolo[1,5-a]pyrimidine-6-carboxylate CC1=NN2C(N=CC3=C2C(CC3C(=O)OC)(C3=NNC=C3)C)=C1